[Cl-].C[NH+](C)C N,N,N-trimethylammonium chloride